sodium dinaphthyl methanedisulfonate C(S(=O)(=O)OC1=CC=CC2=CC=CC=C12)S(=O)(=O)OC1=CC=CC2=CC=CC=C12.[Na]